tricyclo-[6.4.0.02,7]dodecane C12C3CCCCC3C2CCCC1